C1(CC1)C1=NNC(=C1)NN 3-cyclopropyl-5-hydrazinyl-1H-pyrazole